ethyl 2-bromo-α-cyanocinnamate BrC1=C(C=C(C(=O)OCC)C#N)C=CC=C1